NC1=NC2=CC(=CC=C2C1(C)C)CC[C@@]12[C@@H]([C@H]([C@@H]3OC(O[C@@H]31)(C)C)N3C=CC1=C3N=CN=C1N)C2 7-((3aR,3bR,4aS,5R,5aS)-3b-(2-(2-Amino-3,3-dimethyl-3H-indol-6-yl)ethyl)-2,2-dimethylhexahydrocyclopropa[3,4]cyclopenta[1,2-d][1,3]dioxol-5-yl)-7H-pyrrolo[2,3-d]pyrimidin-4-amine